decane-4-carboxaldehyde CCCC(CCCCCC)C=O